Allyl (5R,6S)-6-((R)-1-hydroxyethyl)-3-((3-methoxy-3-oxopropyl)thio)-7-oxo-4-thia-1-azabicyclo[3.2.0]hept-2-ene-2-carboxylate O[C@H](C)[C@@H]1[C@H]2SC(=C(N2C1=O)C(=O)OCC=C)SCCC(=O)OC